COC(C1=C(N=C(C(=C1)F)C(F)(F)F)N)=O.NC=1C=CC(=C(C1)S(=O)(=O)NCC1=C(C=C(C=C1)OC)OC)N1N=CC(=C1)NCC(F)F 5-amino-2-{4-[(2,2-difluoroethyl)amino]-1H-pyrazol-1-yl}-N-(2,4-dimethoxybenzyl)benzenesulfonamide methyl-2-amino-5-fluoro-6-(trifluoromethyl)nicotinate